4-((R)-1-((R)-4-benzyl-2-oxooxazolidin-3-yl)-1-oxopropan-2-yl)piperidine-1-carboxylic acid tert-butyl ester C(C)(C)(C)OC(=O)N1CCC(CC1)[C@H](C(=O)N1C(OC[C@H]1CC1=CC=CC=C1)=O)C